CN1C=C(C2=CC=CC(=C12)C)C1=NC(=NC=C1C(F)(F)F)NC=1C=C(C(=CC1)N(C)CCN(C)C)N N4-(4-(1,7-dimethyl-1H-indol-3-yl)-5-(trifluoromethyl)pyrimidin-2-yl)-N1-(2-(dimethylamino)ethyl)-N1-methylbenzene-1,2,4-triamine